4-aminobicyclo[2.2.2]octane-1-carboxamide hydrochloride Cl.NC12CCC(CC1)(CC2)C(=O)N